BrC1=CC=C2C[C@H](COC2=C1)N |r| (±)-7-Bromo-chroman-3-amine